N1(CCCCCC1)C=1C=C(C=CC1C(=O)N1C(CN(CC1)CC=1C(=NOC1C)C)C1=CC=CC=C1)NC(=O)C1CC1 N-[3-(azepan-1-yl)-4-[4-[(3,5-dimethyl-1,2-oxazol-4-yl)methyl]-2-phenylpiperazine-1-carbonyl]phenyl]cyclopropanecarboxamide